5-bromo-1,3,4-oxadiazole-2-carboxylic acid ethyl ester C(C)OC(=O)C=1OC(=NN1)Br